BrC=1N=CN(C1)C1=C(C=C(C=C1OC)CN1C[C@@H](CC1)F)F (R)-4-Bromo-1-(2-fluoro-4-((3-fluoropyrrolidin-1-yl)methyl)-6-methoxyphenyl)-1H-imidazole